tert-Butyl 2-(3-(2-((2-(2,6-dioxopiperidin-3-yl)-1-oxoisoindolin-5-yl)methylamino)-1,1-difluoro-2-oxoethyl)phenoxy)ethyl(methyl)carbamate O=C1NC(CCC1N1C(C2=CC=C(C=C2C1)CNC(C(F)(F)C=1C=C(OCCN(C(OC(C)(C)C)=O)C)C=CC1)=O)=O)=O